(S)-2-amino-N-(3',5-diallyl-2,4'-dihydroxy-[1,1'-biphenyl]-3-yl)-4-(methylthio)butanamide N[C@H](C(=O)NC=1C(=C(C=C(C1)CC=C)C1=CC(=C(C=C1)O)CC=C)O)CCSC